OC(CN1C(=NC(=C1)C)CC)COCCCC 1-(2-Hydroxy-3-butoxypropyl)-2-ethyl-4-methylimidazole